N-(3,5-bis(trifluoromethyl)phenyl)-2,3-dihydrobenzo[b]thiophen-3-amine FC(C=1C=C(C=C(C1)C(F)(F)F)NC1C2=C(SC1)C=CC=C2)(F)F